ibuprofen chlorine [Cl].OC(=O)C(C)C1=CC=C(CC(C)C)C=C1